N-[4-fluoro-5-phenyl-2-[(3R,5S)-3,4,5-trimethylpiperazin-1-yl]phenyl]-6-oxo-4-(trifluoromethyl)-1H-pyridine-3-carboxamide FC1=CC(=C(C=C1C1=CC=CC=C1)NC(=O)C1=CNC(C=C1C(F)(F)F)=O)N1C[C@H](N([C@H](C1)C)C)C